CN1C(NC(=CC1=O)C)=O 3,6-dimethylpyrimidine-2,4(1H,3H)-dione